((7aR,8R,10R,10aR)-10-(4-aminopyrrolo[2,1-f][1,2,4]triazin-7-yl)-10-cyano-4,4-dimethyl-2,6-dioxooctahydro-2H-furo[3,4-b][1,4]dioxonin-8-yl)methyl (2-methoxy-2-methylpropyl) carbonate C(OC[C@H]1O[C@@]([C@@H]2OC(CC(CC(O[C@@H]21)=O)(C)C)=O)(C#N)C2=CC=C1C(=NC=NN12)N)(OCC(C)(C)OC)=O